N-(4-{[6-chloro-2-(trifluoromethyl)quinolin-4-yl]amino}cyclohexyl)-2-(pyridin-4-yl)-1H-1,3-benzodiazole-5-carboxamide ClC=1C=C2C(=CC(=NC2=CC1)C(F)(F)F)NC1CCC(CC1)NC(=O)C1=CC2=C(NC(=N2)C2=CC=NC=C2)C=C1